5-(1H-indol-3-yl)-2-(3-nitrophenyl)oxazole-4-carboxylic acid N1C=C(C2=CC=CC=C12)C1=C(N=C(O1)C1=CC(=CC=C1)[N+](=O)[O-])C(=O)O